5-Methyl-3-oxo-3,6,7,8-tetrahydro-1H-2,4-diaza-as-indacene-2-carboxylic acid tert-butyl ester C(C)(C)(C)OC(=O)N1CC2=C3CCCC3=C(N=C2C1=O)C